N1N=CC(=C1)C1=NN=C(O1)C=1C=CC(=C(C#N)C1)NC(C)C 5-(5-(1H-pyrazol-4-yl)-1,3,4-oxadiazol-2-yl)-2-(isopropylamino)benzonitrile